N-ethyl-N'-(2-fluoro-4-(3-(2-fluorophenoxy)oxetan-3-yl)-5-methylphenyl)-N-methylformimidamide C(C)N(C=NC1=C(C=C(C(=C1)C)C1(COC1)OC1=C(C=CC=C1)F)F)C